methyl 2-(1-oxo-[1,2,4]triazino[4,5-a]indol-2-yl)acetate O=C1N(N=CN2C1=CC=1C=CC=CC21)CC(=O)OC